NC1=C(C2=C(N=C(N=C2)C)N1C1=C(C(=CC=C1C)O)C)C(=O)N (R)-6-amino-7-(3-hydroxy-2,6-dimethylphenyl)-2-methyl-7H-pyrrolo[2,3-d]pyrimidine-5-carboxamide